BrC=1C=NC2=CC=C(C=C2C1C(C)C)Cl 3-bromo-6-chloro-4-isopropylquinoline